3-(5-[1-[(2S,4R)-4-hydroxy-2-([[4-(4-methyl-1,3-thiazol-5-yl)phenyl]methyl]carbamoyl)pyrrolidin-1-yl]-3-methyl-1-oxobutan-2-yl]-1,2-oxazol-3-yl)propyl 4-methylbenzene-1-sulfonate CC1=CC=C(C=C1)S(=O)(=O)OCCCC1=NOC(=C1)C(C(=O)N1[C@@H](C[C@H](C1)O)C(NCC1=CC=C(C=C1)C1=C(N=CS1)C)=O)C(C)C